4-(2-methylbenzyl)piperidine-4-carbonitrile trifluoroacetate FC(C(=O)O)(F)F.CC1=C(CC2(CCNCC2)C#N)C=CC=C1